4-(5-cyano-2-methoxyphenyl)-6-methyl-N-(5-morpholinothiazolo[5,4-b]pyridin-2-yl)nicotinamide C(#N)C=1C=CC(=C(C1)C1=CC(=NC=C1C(=O)NC=1SC2=NC(=CC=C2N1)N1CCOCC1)C)OC